C=C\C=C/C (1E,3Z)-penta-1,3-diene